N-(2'-(5-Phenyl-1H-imidazol-2-yl)-3,4'-bipyridin-5-yl)benzamide C1(=CC=CC=C1)C1=CN=C(N1)C1=NC=CC(=C1)C=1C=NC=C(C1)NC(C1=CC=CC=C1)=O